N-Ethyl-N-(2,2,2-trifluoroethyl)-3-hydroxyaniline C(C)N(C1=CC(=CC=C1)O)CC(F)(F)F